rac-(4S,SR)-3-[6-(difluoromethyl)-2-methoxy-3-pyridyl]-4,5-dimethyl-5-(trifluoromethyl)tetrahydrofuran-2-carboxylic acid FC(C1=CC=C(C(=N1)OC)C1[C@H](OC([C@H]1C)(C(F)(F)F)C)C(=O)O)F |r|